FC(S(=O)(=O)[O-])(F)F.C1(=CC=CC=C1)[I+]C1=CC=CC=C1 Diphenyliodonium Trifluoromethanesulfonate